NC1=C(C=C(C2=CC=CC=C12)S(=O)(=O)O)N=NC=1C=NC(=CC1)C1=C(C=CC(=C1)Cl)O 4-amino-3-[6-(5-chloro-2-hydroxyphenyl)pyridin-3-ylazo]naphthalene-1-sulfonic acid